2-(4-(2-(5-ethoxy-2-methyl-[1,2,4]triazolo[1,5-a]pyridin-7-yl)-3-isopropyl-1H-indol-5-yl)piperidin-1-yl)-N,N-dimethylacetamide C(C)OC1=CC(=CC=2N1N=C(N2)C)C=2NC1=CC=C(C=C1C2C(C)C)C2CCN(CC2)CC(=O)N(C)C